C1(CC1)CN(S(=O)(=O)C1C2C(=C(C(C1)O2)C2=CC(=C(C=C2)O)F)C2=CC(=C(C=C2)O)F)C2=CC=C(C=C2)OC N-(cyclopropylmethyl)-5,6-bis(3-fluoro-4-hydroxyphenyl)-N-(4-methoxyphenyl)-7-oxabicyclo[2.2.1]hept-5-ene-2-sulfonamide